(S)-2-((benzyloxy)methyl)-6-methylene-1,4-oxazepane C(C1=CC=CC=C1)OC[C@H]1OCC(CNC1)=C